[Cl-].C1(=CC=CC=C1)P(C1=CC=CC=C1)C1=CC=CC=C1.C1(=CC=CC=C1)P(C1=CC=CC=C1)C1=CC=CC=C1.[Pd+2].[Cl-] palladium(II) bis(triphenylphosphine) chloride